6-chloro-1-(1-methyl-1,2,3,6-tetrahydropyridin-4-yl)-1H-pyrazolo[4,3-C]pyridine ClC1=CC2=C(C=N1)C=NN2C=2CCN(CC2)C